CC(C(=O)N1OCC[C@H]1C1=CC=CC=2N1N=CC2)(C)C 2,2-dimethyl-1-[(3S)-3-{pyrazolo[1,5-A]pyridin-7-yl}-1,2-oxazolidin-2-yl]propan-1-one